(R)-(3-(4-amino-(4-phenoxyphenyl)-1H-pyrazolo[3,4-d]pyrimidin-1-yl)piperidin-1-yl)propanone NC1=C2C(=NC=N1)N(N=C2C2=CC=C(C=C2)OC2=CC=CC=C2)[C@H]2CN(CCC2)CC(C)=O